S1(=O)(=O)OSO1 Thio (sulfate)